2-[1-(2,2-difluoroethyl)-3-methyl-1H-pyrazolo[3,4-b]pyrazin-6-yl]-6-[6-(difluoromethyl)pyridin-3-yl]-2,6-diazaspiro[3.5]nonane FC(CN1N=C(C=2C1=NC(=CN2)N2CC1(C2)CN(CCC1)C=1C=NC(=CC1)C(F)F)C)F